BrC=1C=C(C=CC1)NNC(C1=CC(=C(C(=C1)C=O)O)F)=O N'-(3-bromophenyl)-3-fluoro-5-formyl-4-hydroxybenzohydrazide